mono-butyl alcohol C(CCC)O